3-(4-(4-(2-((trans)-4-(4-((5-(2,4-difluoro-5-methylphenyl)imidazo[1,2-a]pyrazin-8-yl)amino)-1H-pyrazol-1-yl)cyclohexyl)ethyl)piperazin-1-yl)phenyl)piperidine-2,6-dione FC1=C(C=C(C(=C1)F)C)C1=CN=C(C=2N1C=CN2)NC=2C=NN(C2)[C@@H]2CC[C@H](CC2)CCN2CCN(CC2)C2=CC=C(C=C2)C2C(NC(CC2)=O)=O